N,N-dimethyl-5-((trimethylsilyl)ethynyl)pyridine-3-amine CN(C=1C=NC=C(C1)C#C[Si](C)(C)C)C